FC(C=1C=CC(=NC1)N1CCN(CC1)C(=O)OC(C)(C)C)(F)F Tert-butyl 4-(5-(trifluoromethyl)pyridin-2-yl)piperazine-1-carboxylate